5-((6-Bromo-3-ethyl-3H-imidazo[4,5-c]pyridin-4-yl)amino)-4-fluoro-2-methylbenzoic acid BrC1=CC2=C(C(=N1)NC=1C(=CC(=C(C(=O)O)C1)C)F)N(C=N2)CC